CC[C@H](CC[C@@H](C)[C@H]1CC[C@H]2[C@@H]3CC=C4C[C@H](CC[C@]4(C)[C@H]3CC[C@]12C)O)C(C)C 5-Stigmasten-3beta-ol